FC=1C(=C(C=C(C1)CC1=C(N=CO1)C)C(C(=O)O)N1C[C@@H](CC1)OCCCCCC1=NC=2NCCCC2C=C1)OC 2-(3-fluoro-2-methoxy-5-((4-methyloxazol-5-yl)methyl)phenyl)-2-((R)-3-((5-(5,6,7,8-tetrahydro-1,8-naphthyridin-2-yl)pentyl)oxy)pyrrolidin-1-yl)acetic acid